(4-amino-[1,2,4]triazolo[4,3-a]quinoxalin-8-yl)(5-methyl-2-(2-(1-methylpiperidin-4-yl)benzo[d]thiazol-5-yl)piperidin-1-yl)methanone NC=1C=2N(C3=CC(=CC=C3N1)C(=O)N1C(CCC(C1)C)C=1C=CC3=C(N=C(S3)C3CCN(CC3)C)C1)C=NN2